CC1(C(C(CCC1)C)=O)C 2,2,6-Trimethylcyclohexanone